N-(4-fluorophenyl)-4-hydroxypyrrolidine-2-carboxamide FC1=CC=C(C=C1)NC(=O)C1NCC(C1)O